(R)-N-(1-ethyl-4,4-difluoropyrrolidin-3-yl)-5-(imidazo[1,2-a]pyrimidin-6-yl)-4-methoxypyrrolo[2,1-f][1,2,4]triazin-2-amine C(C)N1C[C@H](C(C1)(F)F)NC1=NN2C(C(=N1)OC)=C(C=C2)C=2C=NC=1N(C2)C=CN1